(S)-tert-butyl (1'-(5-((5-chloro-3-(2-hydroxy-2-methylpropyl)-4-oxo-3,4-dihydroquinazolin-6-yl)thio)pyrazin-2-yl)-5-methoxy-1,3-dihydrospiro[indene-2,4'-piperidin]-3-yl)carbamate ClC1=C2C(N(C=NC2=CC=C1SC=1N=CC(=NC1)N1CCC2(CC1)CC1=CC=C(C=C1[C@H]2NC(OC(C)(C)C)=O)OC)CC(C)(C)O)=O